S(=O)(=O)(O)O.C(CCC)C1=NC=CC2=CC=CC=C12 n-butylisoquinoline hydrogensulfate